4-[2-[2-[4-[2-(2-Aminoethoxy)ethyl]piperazin-1-yl]ethoxy]ethylamino]-2-(2,6-dioxo-3-piperidyl)isoindoline-1,3-dione NCCOCCN1CCN(CC1)CCOCCNC1=C2C(N(C(C2=CC=C1)=O)C1C(NC(CC1)=O)=O)=O